N-(8-(4,4-difluoropiperidin-1-yl)isoquinolin-6-yl)-4-(2-hydroxyethylsulfonamido)-2-(6-azaspiro[2.5]octan-6-yl)benzamide FC1(CCN(CC1)C=1C=C(C=C2C=CN=CC12)NC(C1=C(C=C(C=C1)NS(=O)(=O)CCO)N1CCC2(CC2)CC1)=O)F